dodecyltributylammonium chloride [Cl-].C(CCCCCCCCCCC)[N+](CCCC)(CCCC)CCCC